C(C=C)N1C2=NC(=NC(=C2N=C1)[2H])N 9-allyl-9H-purin-6-d-2-amine